N12CCCC3=C(C=CC(CCC1)=C23)O 1-azatricyclo[7.3.1.05,13]tridec-5,7,9(13)-trien-6-ol